6-(trisFluoromethyl)pyridine-2-carboxylic acid FC(C1=CC=CC(=N1)C(=O)O)(F)F